FC(C1=C(C=CC=C1)N1C=NC(=C1)C(=O)OCC)(F)F ethyl 1-(2-(trifluoromethyl) phenyl)-1H-imidazole-4-carboxylate